C1=CC(=CC=C1N)OC2=CC(=C(C=C2)N)C(F)(F)F 3-trifluoromethyl-4,4'-diaminodiphenyl ether